COC(C1=CC(C(=O)OC)=CC=C1)=O.C1CCCCC1 cyclohexane dimethyl-isophthalate